ClC1=CC2=C(C(=C(N(S2(=O)=O)C)C(=O)NC2=NC=CC=C2)O)S1 6-chloro-4-hydroxy-2-methyl-N-(pyridine-2-yl)-2H-thieno[2,3-e][1,2]thiazine-3-formamide-1,1-dioxide